N[C@H](C(=O)O)CC1=CC=C(C=C1)C(C1=CC=CC=C1)=O (S)-2-amino-3-(4-benzoylphenyl)propionic acid